C1=CC=CC=2C3=CC=CC=C3C(C12)COC(=O)N([C@H](C(=O)O)CC1=CN=CN1C)C (2S)-2-({[(9H-fluoren-9-yl)methoxy]carbonyl}(methyl)amino)-3-(1-methyl-1H-imidazol-5-yl)propanoic acid